CC(CNC(OCCO)=O)CC(CCNC(OCCO)=O)(C)C 7,9,9-trimethyl-4,13-dioxo-3,14-dioxa-5,12-diazahexadecane-1,16-diol